tert-hexylperoxy isopropyl monocarbonate C(OOOC(C)(C)CCC)(OC(C)C)=O